2,5-dimethyl-2,5-di(alpha-cumylperoxy)-3-hexyne CC(C)(C#CC(C)(OOC(C)(C)C1=CC=CC=C1)C)OOC(C)(C)C1=CC=CC=C1